ClC=1SC=CC1C=1SC=CC1C1=NC(=C2N=CN(C2=N1)C1(OCC(C1O)O)C(=O)NCC)NC 2-(2'-chloro-(2,3'-bithiophene-3-yl)-6-(methylamino)-9H-purin-9-yl)-N-ethyl-3,4-dihydroxytetrahydrofuran-2-carboxamide